C(C(C)C)C=1C=CC(=C(C1)N1CCN(CC1)CC1=CC=CC(=N1)C#N)C=1N=NNN1 6-[[4-[5-isobutyl-2-(2H-tetrazol-5-yl)-phenyl]piperazin-1-yl]methyl]pyridine-2-carbonitrile